C(#N)CNC=1C=C(C(=O)O)C=CC1[C@H]1CC2(CC2)CCN1CC1=C2C=CNC2=C(C=C1OC)C 3-[(cyanomethyl)amino]-4-[(5R)-6-[(5-methoxy-7-methyl-1H-indol-4-yl)methyl]-6-azaspiro[2.5]octan-5-yl]benzoic acid